ferric pyrophosphate, lithium salt [Li+].[O-]P([O-])(=O)OP(=O)([O-])[O-].[Fe+3]